10-methoxy-N-(6-oxo-1,6-dihydropyridin-3-yl)-7-thia-2,5-diazatricyclo[6.4.0.02,6]dodeca-1(12),3,5,8,10-pentaene-4-carboxamide COC=1C=C2SC3=NC(=CN3C2=CC1)C(=O)NC1=CNC(C=C1)=O